(3S)-3-{4-[(3-methoxypyrrolidin-1-yl)methyl]phenyl}-2,3-dihydro[1,4]dioxino[2,3-b]pyridine COC1CN(CC1)CC1=CC=C(C=C1)[C@H]1COC=2C(=NC=CC2)O1